tert-butyl N-(2-chloro-3-methoxy-6-methyl-phenyl)carbamate ClC1=C(C(=CC=C1OC)C)NC(OC(C)(C)C)=O